C1(=CCC1)P(O)(=O)C1=CC=CC=C1 cyclobutenyl-phenyl-phosphinic acid